FC1(CC(C1)NS(=O)(=O)C1=CC(=CC=C1)C)F N-(3,3-difluorocyclobutyl)-3-methylbenzenesulfonamide